2-(4-chloroindan-1-ylidene)propanedinitrile ClC1=C2CCC(C2=CC=C1)=C(C#N)C#N